CC=1C=C(C=CC1OC1=CC2=C(N(C=N2)C)C=C1)NC=1C2=C(N=CN1)C=CC(=N2)C2CCNCC2 N-(3-methyl-4-((1-methyl-1H-benzo[d]imidazol-5-yl)oxy)phenyl)-6-(piperidin-4-yl)pyrido[3,2-d]pyrimidin-4-amine